[(2-{[4-(6-bromo-1H-indazol-4-yl)-1H-1,2,3-triazol-1-yl]methyl}imidazo[1,2-a]pyridin-6-yl)methyl](2,2-dimethylpropyl)amine BrC1=CC(=C2C=NNC2=C1)C=1N=NN(C1)CC=1N=C2N(C=C(C=C2)CNCC(C)(C)C)C1